FC1=C(C=CC=C1)[C@H]1C[C@@H](CO1)C1=NOC(=N1)CN1C=NC=2N=CN(C2C1=O)C 1-((3-((3R,5R)-5-(2-fluorophenyl)tetrahydro-furan-3-yl)-1,2,4-oxadiazol-5-yl)methyl)-7-methyl-1,7-dihydro-6H-purin-6-one